4,4,5,5-tetramethyl-2-(3'H-spiro[cyclopropane-1,1'-isobenzofuran]-6'-yl)-1,3,2-dioxaborolane CC1(OB(OC1(C)C)C1=CC=C2COC3(C2=C1)CC3)C